4,5-diamino-2-fluorobenzonitrile NC1=CC(=C(C#N)C=C1N)F